Tert-butyl 2-bromo-4-((trimethylsilyl)ethynyl)benzylcarbamate BrC1=C(CNC(OC(C)(C)C)=O)C=CC(=C1)C#C[Si](C)(C)C